C(#N)C1=NC=C(C(=C1)C1=CC=2N(C=C1)N=C(C2)NC(=O)C2CC2)N2C[C@](CC2)(C(F)(F)F)O |r| (rac)-N-[5-[2-cyano-5-[3-hydroxy-3-(trifluoromethyl)pyrrolidin-1-yl]-4-pyridyl]pyrazolo[1,5-a]pyridin-2-yl]cyclopropanecarboxamide